[O-]S(=O)(=O)C(F)(F)F.[Rh+].C1=CC=CCCCC1 (cyclooctadiene) rhodium (I) triflate